2-((4-methylphenyl)sulfonylamino)-N-(4-phenylthiazole-2-yl)-4-(trifluoromethyl)benzamide CC1=CC=C(C=C1)S(=O)(=O)NC1=C(C(=O)NC=2SC=C(N2)C2=CC=CC=C2)C=CC(=C1)C(F)(F)F